4-[6-(6-ethyl-3,3a,4,5,7,7a-hexahydro-2H-pyrrolo[2,3-c]pyridin-1-yl)pyridazin-3-yl]-3-hydroxy-5-methyl-benzonitrile C(C)N1CC2C(CC1)CCN2C2=CC=C(N=N2)C2=C(C=C(C#N)C=C2C)O